[C@H]12CN(C[C@H](CC1)N2)C2=NC(=NC1=C(C(=C(C=C21)Cl)C2=CC(=CC1=CC=CC=C21)O)F)OCCCCCCN(C)C (S or R)-4-(4-((1R,5S)-3,8-diazabicyclo[3.2.1]octan-3-yl)-6-chloro-2-((6-(dimethylamino)hexyl)oxy)-8-fluoroquinazolin-7-yl)naphthalen-2-ol